7-(4-fluorobenzyloxy)-2H-chromen-2-one FC1=CC=C(COC2=CC=C3C=CC(OC3=C2)=O)C=C1